5-((3-chlorobenzyl)amino)-7H-pyrrolo[2,3-c][2,6]naphthyridine-8-carboxylic acid ClC=1C=C(CNC2=NC3=C(C4=CN=CC=C24)C=C(N3)C(=O)O)C=CC1